C(=O)O.N1(CCC(CC1)C1CCNCC1)C(=O)C1=C(C=C(C=C1)NC(=O)C=1N(C(=CN1)C=1C(=NN(C1)C1CC1)C(F)(F)F)C)Cl N-(4-([4,4'-bipiperidine]-1-carbonyl)-3-chlorophenyl)-5-(1-cyclopropyl-3-(trifluoromethyl)-1H-pyrazol-4-yl)-1-methyl-1H-imidazole-2-carboxamide formate